[Sn].[Li] Lithium-tin